1,8-dihydroxy-2,7-naphthalenedicarboxaldehyde OC1=C(C=CC2=CC=C(C(=C12)O)C=O)C=O